BrCC=1C=CC=2C3=C(C(NC2C1)=O)OC=N3 7-(bromomethyl)oxazolo[5,4-c]quinolin-4(5H)-one